N-[2-[4-[[1-[2-[4-[2-fluoro-5-[(4-oxo-3H-phthalazin-1-yl)methyl]benzoyl]piperazin-1-yl]-2-oxo-ethyl]-4-piperidyl]oxy]piperidine-1-carbonyl]-5-(m-tolyl)-3-pyridyl]acetamide FC1=C(C(=O)N2CCN(CC2)C(CN2CCC(CC2)OC2CCN(CC2)C(=O)C2=NC=C(C=C2NC(C)=O)C=2C=C(C=CC2)C)=O)C=C(C=C1)CC1=NNC(C2=CC=CC=C12)=O